ClC=1C(=C2C(=NC1C)ON=C2NC(=O)NC2=CC(=CC=C2)OC)C 1-(5-Chloro-4,6-dimethylisoxazolo[5,4-b]pyridin-3-yl)-3-(3-methoxyphenyl)urea